C(#N)C1=C(C=CC=C1)[C@H]([C@@H](C)C=1N(C(C(=C(N1)C(=O)NC=1C=NOC1)O)=O)C)C1=NN(C=N1)C 2-((1S,2R)-1-(2-cyanophenyl)-1-(1-methyl-1H-1,2,4-triazol-3-yl)propan-2-yl)-5-hydroxy-N-(isoxazol-4-yl)-1-methyl-6-oxo-1,6-dihydropyrimidine-4-carboxamide